OC(C(C)C1(OC2(OC1C)CCC(CC2)(C(=O)[O-])NC(CC2=C(C=CC(=C2)C)C)=O)C)C.O=C([C@H](O)[C@@H](O)[C@H](O)[C@H](O)CO)O.[Na+] Sodium D-gluconate 3-hydroxybutan-2-yl-8-{[(2,5-dimethylphenyl)acetyl]amino}-2,3-dimethyl-1,4-dioxaspiro[4.5]decane-8-carboxylate